2-(3-fluoro-2-methoxybenzyl)azepane 16-hydroxyhexadecyl-oleate OCCCCCCCCCCCCCCCCOC(CCCCCCC\C=C/CCCCCCCC)=O.FC=1C(=C(CC2NCCCCC2)C=CC1)OC